C(#N)C1=CC(=C(COC2=CC=CC(=N2)N2CCN(C3CC23)CC2=NC3=C(N2CC2=CN=CS2)C=C(C=C3)C(=O)O)C=C1)F 2-((5-(6-((4-Cyano-2-fluorobenzyl)oxy)pyridin-2-yl)-2,5-diazabicyclo[4.1.0]heptan-2-yl)methyl)-1-(thiazol-5-ylmethyl)-1H-benzo[d]imidazole-6-carboxylic acid